[Au+3].ClC=1C(=NC2=C3C(=CC=C2C1)C=CC=C3)Cl Dichloro(benzo[h]quinoline) gold(III)